Methyl 12-Bromododeca-4,7,10-triynoate BrCC#CCC#CCC#CCCC(=O)OC